N[C@H](C=1N=C2N(N=C(C(=N2)C2CCOCC2)C[C@@H]2C(NC[C@@H](C2)C(F)(F)F)=O)C1)C1CC2(C1)CC(C2)(F)F (3R,5R)-3-((6-((S)-amino(6,6-difluorospiro[3.3]heptan-2-yl)methyl)-3-(tetrahydro-2H-pyran-4-yl)imidazo[1,2-b][1,2,4]triazin-2-yl)methyl)-5-(trifluoromethyl)piperidin-2-one